4-(1-Methyl-1H-imidazol-5-yl)-N-((1r,3r)-3-(2-(trifluoromethyl)pyridin-4-yl)cyclobutyl)pyrimidine-2-carboxamide CN1C=NC=C1C1=NC(=NC=C1)C(=O)NC1CC(C1)C1=CC(=NC=C1)C(F)(F)F